ClC=1C=C(C=C(C1)NS(=O)(=O)C)NC(=O)C=1SC(=C(C1)C1=NC=C(C=N1)F)CC N-(3-chloro-5-(methylsulfonamido)phenyl)-5-ethyl-4-(5-fluoropyrimidin-2-yl)thiophene-2-carboxamide